FS(=O)(=O)C=1C=C(C(=O)Cl)C=CC1 meta-fluorosulfonylbenzoyl chloride